2-(6-((2S,5R)-2,5-dimethylpiperazin-1-yl)-3-methyl-9-(methyl-d3)-2-oxo-3,9-dihydro-2H-purin-8-yl)acetonitrile C[C@@H]1N(C[C@H](NC1)C)C=1C=2N=C(N(C2N(C(N1)=O)C)C([2H])([2H])[2H])CC#N